C(#N)C1=C(C=CC=C1)[C@@H]([C@@H](C(F)(F)F)C=1N(C(C(=C(N1)C(=O)NC=1C=NOC1)O)=O)C)C=1C=NN(C1)C 2-((2R,3R)-3-(2-cyanophenyl)-1,1,1-trifluoro-3-(1-methyl-1H-pyrazol-4-yl)propan-2-yl)-5-hydroxy-N-(isoxazol-4-yl)-1-methyl-6-oxo-1,6-dihydropyrimidine-4-carboxamide